(R)-4-oxo-chroman-2-carboxylic acid methyl ester (methyl (R)-4-oxochromane-2-carboxylate) C[C@]1(OC2=CC=CC=C2C(C1)=O)C(=O)O.COC(=O)[C@@H]1OC2=CC=CC=C2C(C1)=O